3-((5H-imidazo[5,1-a]isoindol-5-yl)methyl)-1-(ethylsulfonyl)azetidin-3-ol C=1N=CN2C1C1=CC=CC=C1C2CC2(CN(C2)S(=O)(=O)CC)O